FC1=C(OC2=CC=C(C=C2)C2=NN(C3=C2C=NC=C3C)[C@H]3CN(CC3)C(=O)OC(C)(C)C)C=CC=C1OC (R)-tert-butyl 3-(3-(4-(2-fluoro-3-methoxyphenoxy) phenyl)-7-methyl-1H-pyrazolo[4,3-c]pyridin-1-yl)pyrrolidine-1-carboxylate